C1(=CC=CC2=CC=CC=C12)[O-] naphtholate